5-(6-(1-((1S,2S,3S,5R)-2-fluoro-1,5-dimethyl-9-azabicyclo[3.3.1]nonan-3-yl)vinyl)-1,2,4-triazin-3-yl)-2-(1H-imidazol-1-yl)pyridin-4-ol F[C@@H]1[C@@]2(CCC[C@](C[C@H]1C(=C)C1=CN=C(N=N1)C=1C(=CC(=NC1)N1C=NC=C1)O)(N2)C)C